2-((5-(2-(7-amino-2-methylheptan-3-yl)-2,6-diazaspiro[3.4]octan-6-yl)-1,2,4-triazin-6-yl)oxy)-N-ethyl-5-fluoro-N-isopropylbenzamide formate C(=O)O.NCCCCC(C(C)C)N1CC2(C1)CN(CC2)C=2N=CN=NC2OC2=C(C(=O)N(C(C)C)CC)C=C(C=C2)F